1-(4-(2-(6-(Hydroxymethyl)imidazo[1,2-a]pyrazin-3-yl)pyrimidin-4-yl)piperazin-1-yl)ethan-1-one OCC=1N=CC=2N(C1)C(=CN2)C2=NC=CC(=N2)N2CCN(CC2)C(C)=O